1-(4-methoxyphenyl)ethynyl-4-pentylbenzene COC1=CC=C(C=C1)C#CC1=CC=C(C=C1)CCCCC